C/C(=C\\C=O)/C=C/[C@]12[C@](O1)(C[C@H](CC2(C)C)O)C The molecule is an apo carotenoid sesquiterpenoid that is xanthoxin in which the double bonds at positions 2 and 4 have E (trans) configuration. It has a role as a plant metabolite and a plant growth retardant. It is an enal, an apo carotenoid sesquiterpenoid and an epoxide.